BrC=1C(=C(C=CC1)N1N=C(C=C1C(=O)N(C)OC)C)F (3-bromo-2-fluorophenyl)-N-methoxy-N,3-dimethyl-1H-pyrazole-5-carboxamide